N1(CCC1)C1=NC=C(N=C1C)CN1N=CC(=C1)[N+](=O)[O-] 2-(Azetidin-1-yl)-3-methyl-5-((4-nitro-1H-pyrazol-1-yl)methyl)pyrazine